ClC=1C=CC2=C(N=C(O2)N2CCC(CC2)OC)C1 5-chloro-2-(4-methoxypiperidin-1-yl)benzo[d]oxazole